FC1(CCCOC1)F 5,5-difluorotetrahydro-2H-pyran